C(CC)N1C(=[NH+]C=C1)C N-propyl-2-methylimidazolium